1,2-bis-(2,3-epoxycyclopentyloxy)-ethane C1(C2C(CC1)O2)OCCOC2C1C(CC2)O1